N1=CN=C2NC=NC2=C1C=1C(=NC=CC1)NC=1C=C(C=CC1C)NC(CN1C[C@@H](CCC1)C(F)(F)F)=O (R)-N-(3-((3-(9H-purin-6-yl)pyridin-2-yl)amino)-4-methylphenyl)-2-(3-(trifluoro-methyl)piperidin-1-yl)acetamide